FC=1C=2N(C=CC1)N=C(C2)C2N(CCC1=C2N=CN1C1OCCCC1)C1=NC=C(N=C1)[N+](=O)[O-] 4-(4-fluoropyrazolo[1,5-a]pyridin-2-yl)-5-(5-nitropyrazin-2-yl)-1-tetrahydropyran-2-yl-6,7-dihydro-4H-imidazo[4,5-c]pyridine